2-({6-[(1,3-benzothiazol-2-yl)amino]-5-methylpyridazin-3-yl}(ethyl)amino)-1,3-thiazole-4-carboxylic acid S1C(=NC2=C1C=CC=C2)NC2=C(C=C(N=N2)N(C=2SC=C(N2)C(=O)O)CC)C